N1CCC(CC1)N1CCCCC1 1-(4-piperidinyl)piperidine